7-(2-((3-Bromobenzyl)amino)ethyl)quinolin-2(1H)-one BrC=1C=C(CNCCC2=CC=C3C=CC(NC3=C2)=O)C=CC1